C(C)(C)(C)OC(=O)N1C2CCC2N(CC1)C(C(=O)C1=NC(=CN=C1NCC1=CC=C(C=C1)OC)Br)C(CC)=O rac-tert-butyl-5-(1-(6-bromo-3-((4-methoxybenzyl)amino)pyrazin-2-yl)-1,3-dioxopentan-2-yl)-2,5-diazabicyclo[4.2.0]octane-2-carboxylate